N-(4,6-difluorobenzo[d]thiazol-2-yl)piperidine FC1=CC(=CC2=C1N=C(S2)N2CCCCC2)F